C(CC)SCCSCC1=NC=CC=C1 2-(2-propylsulfanylethylsulfanylmethyl)-pyridine